[Cl-].[Cl-].C1(=CC=CC2=CC=CC=C12)C(=[Zr+2](C1=C(C(=CC=2C3=CC(=C(C=C3CC12)C(C)(C)C)C(C)(C)C)C(C)(C)C)C(C)(C)C)C1C=CC=C1)C1=CC=CC2=CC=CC=C12 di(1-naphthyl)methylene(cyclopentadienyl)(2,3,6,7-tetratert-butylfluorenyl)zirconium dichloride